5-chloro-2-(4-{[(3R)-4,4-dimethyloxolan-3-yl]amino}pyrido[3,4-d]pyridazin-1-yl)phenol ClC=1C=CC(=C(C1)O)C1=C2C(=C(N=N1)N[C@H]1COCC1(C)C)C=NC=C2